2-(2,6-dioxopiperidin-3-yl)-5-{4-[4-(piperazine-1-yl)butyl]piperazine-1-yl}isoindoline-1,3-dione hydrochloride Cl.O=C1NC(CCC1N1C(C2=CC=C(C=C2C1=O)N1CCN(CC1)CCCCN1CCNCC1)=O)=O